C1(CC1)[C@@H](C(F)(F)F)NC(=O)C1=CN(C2=NC(=C(C=C2C1=O)F)N1C(CN(CC1)C)CO)C1=C(C=C(C=C1F)F)F N-[(1S)-1-cyclopropyl-2,2,2-trifluoroethyl]-6-fluoro-7-[2-(hydroxymethyl)-4-methylpiperazin-1-yl]-4-oxo-1-(2,4,6-trifluorophenyl)-1,4-dihydro-1,8-naphthyridine-3-carboxamide